6-fluoro-1,2,3,4-tetrahydroquinoline-8-carbonitrile FC=1C=C2CCCNC2=C(C1)C#N